N1N=CC2=CC(=CC=C12)C1=NC=CC(=C1C(F)(F)F)CC(=O)O [2-(1H-indazol-5-yl)-3-(trifluoromethyl)pyridin-4-yl]acetic acid